2-methyl-5-(1,2,4-oxadiazol-3-yl)aniline CC1=C(N)C=C(C=C1)C1=NOC=N1